cholestanoate C(C(C)CCC[C@@H](C)[C@H]1CC[C@H]2[C@@H]3CCC4CCCC[C@]4(C)[C@H]3CC[C@]12C)(=O)[O-]